C(N)(=N)C1=CC=C(C=C1)COC1=C(C(=NN1)C1CN(CCC1)C(=O)N1CCCC1)OC 3-{5-[(4-Carbamimidoylphenyl)methoxy]-4-methoxy-1H-pyrazol-3-yl}-1-(pyrrolidin-1-carbonyl)piperidin